4-[4-(1,3-benzothiazol-2-yloxy)-3-methoxyphenyl]-2-(phenyl)butan-2-ol S1C(=NC2=C1C=CC=C2)OC2=C(C=C(C=C2)CCC(C)(O)C2=CC=CC=C2)OC